(1,1-dimethyl-3-oxobutyl)methacrylamide CC(CC(C)=O)(C)C=C(C(=O)N)C